C(C(C)C)NC1=NC(=NC=C1CC1=C(C=C(C(=C1)OC)OC)C(C)C)NC(C)C N*4*-Isobutyl-N*2*-isopropyl-5-(2-isopropyl-4,5-dimethoxy-benzyl)-pyrimidine-2,4-diamine